C(#N)C1C=NC(=C(N1OCCC)C#N)N1CCN(CCC1)CCO 3,5-dicyano-6-(4-(2-hydroxyethyl)-1,4-diazepan-1-yl)-4-propoxypyrazine